ClC1=NC(=CC=C1C(=O)C(C(=O)OCC)=COCC)Cl ethyl 2-[(2,6-dichloropyridin-3-yl) carbonyl]-3-ethoxyacrylate